(4-Aminotetrahydro-2H-pyran-4-yl)(3-(4-(2-(2,6-dichlorophenyl)-3-methylimidazo[2,1-f][1,6]naphthyridin-9-yl)-1H-pyrazol-1-yl)azetidin-1-yl)methanone NC1(CCOCC1)C(=O)N1CC(C1)N1N=CC(=C1)C=1C=NC=2C=CN3C(C2C1)=NC(=C3C)C3=C(C=CC=C3Cl)Cl